The molecule is an amidobenzoate consisting of anthranilate carrying an N-acetyl group. It derives from an anthranilate. It is a conjugate base of a N-acetylanthranilic acid. CC(=O)NC1=CC=CC=C1C(=O)[O-]